ClC=1C(=CC(=C(C1)CCCCNC(OC(C)(C)C)=O)C)COC1(CC1)C=1C=NC=CC1C1=C(C=CC=C1)OC1CC1 t-butyl (4-(5-chloro-4-((1-(4-(2-cyclopropoxyphenyl)pyridin-3-yl)cyclopropoxy) methyl)-2-methylphenyl)butyl)carbamate